(5-aminolevulinate) hydrochloride Cl.NCC(CCC(=O)O)=O